C(=O)O.FC(CO)(F)C=1C(=C(C=CC1)[C@@H](C)NC1=NC(=NC2=CC=C(C=C12)N(C1=CC(N(C=C1)CC(=O)N(C)C)=O)C)C)F (R)-2-(4-((4-((1-(3-(1,1-difluoro-2-hydroxyethyl)-2-fluorophenyl)ethyl)amino)-2-methylquinazolin-6-yl)(methyl)amino)-2-oxopyridin-1(2H)-yl)-N,N-dimethylacetamide formate